(2S,4R)-4-hydroxy-N-((R)-2-hydroxy-1-(4-(2-methylpyridin-3-yl)phenyl)ethyl)pyrrolidine-2-carboxamide O[C@@H]1C[C@H](NC1)C(=O)N[C@@H](CO)C1=CC=C(C=C1)C=1C(=NC=CC1)C